5-[1-(3,5-dichlorophenyl)-3-(3,3-dimethylmorpholine-4-carbonyl)-7-methoxy-4,5-dihydrobenzo[g]indazol-8-yl]pyridine-3-carbonitrile ClC=1C=C(C=C(C1)Cl)N1N=C(C=2CCC3=C(C12)C=C(C(=C3)OC)C=3C=C(C=NC3)C#N)C(=O)N3C(COCC3)(C)C